1-((2-chlorothiazol-5-yl)methyl)-3-(3,5-dimethylisoxazol-4-yl)-9-methyl-4-oxo-4H-pyrido[1,2-a]pyrimidinium ClC=1SC(=CN1)C[N+]1=C2N(C(C(=C1)C=1C(=NOC1C)C)=O)C=CC=C2C